4,4'-(3-(4-hydroxybenzylidene)penta-1,4-diyne-1,5-diyl)bis(4-hydroxycyclohexa-2,5-dien-1-one) OC1=CC=C(C=C(C#CC2(C=CC(C=C2)=O)O)C#CC2(C=CC(C=C2)=O)O)C=C1